(E)-3-(3-(2-methoxyphenyl)propenoyl)oxazolidin-2-one COC1=C(C=CC=C1)/C=C/C(=O)N1C(OCC1)=O